(N-methyl-4-cyanooxyphenylamino)-1,3,5-triazine CN(C1=CC=C(C=C1)OC#N)C1=NC=NC=N1